FC1=C2C3=C(NC2=CC=C1)C(NCC3)C 5-fluoro-1-methyl-2,3,4,9-tetrahydro-1H-pyrido[3,4-b]indole